CN1N=C(N=N1)CSCC1=C(C(=O)N)C=CC=N1 ((((2-methyl-2H-tetrazol-5-yl)methyl)thio)methyl)nicotinamide